tert-butyl (S)-2-ethyl-7-hydroxy-2-methyl-2,3-dihydropyrido[2,3-f][1,4]oxazepine-4(5H)-carboxylate C(C)[C@@]1(OC2=C(CN(C1)C(=O)OC(C)(C)C)N=C(C=C2)O)C